3-(4-chlorostyryl)-4-methoxybenzoic acid ClC1=CC=C(C=CC=2C=C(C(=O)O)C=CC2OC)C=C1